FC(S(=O)(=O)N[C@H](COC1=NC=CC=C1C(=O)O)C)(F)F (2S)-2-(trifluoromethylsulfonylamino)propoxylpyridine-3-carboxylic acid